4-((2S,5S)-5-(azidomethyl)-2-methyl-4-(1-(4-(trifluoromethyl)phenyl)ethyl)piperazin-1-yl)-6-chloro-1-methylpyrido[3,2-d]pyrimidin-2(1H)-one N(=[N+]=[N-])C[C@H]1N(C[C@@H](N(C1)C=1C2=C(N(C(N1)=O)C)C=CC(=N2)Cl)C)C(C)C2=CC=C(C=C2)C(F)(F)F